FC1=C(C=C(C=C1)C1=NC(=C2C(=N1)N(N=C2)C2=CC(=CC=C2)F)NC(=O)C=2SC(=CC2)[N+](=O)[O-])O N-(6-(4-fluoro-3-hydroxyphenyl)-1-(3-fluorophenyl)-1H-pyrazolo[3,4-d]pyrimidin-4-yl)-5-nitrothiophene-2-carboxamide